ClC1=C(C=C(C=C1)S(=O)(=O)NC=1C(=NC=C(C1)C)CC1=CC=C(C=C1)NC(C=C)=O)C(F)(F)F N-(4-((3-((4-chloro-3-(trifluoromethyl)phenyl)sulfonamido)-5-methylpyridin-2-yl)methyl)phenyl)acrylamide